1-(4-((5-(2-(2-aminopyridin-3-yl)-5-(1H-pyrazol-1-yl)-3H-imidazo[4,5-b]pyridin-3-yl)-2,3-dihydro-1H-inden-1-yl)amino)piperazin-1-yl)prop-2-en-1-one NC1=NC=CC=C1C1=NC=2C(=NC(=CC2)N2N=CC=C2)N1C=1C=C2CCC(C2=CC1)NN1CCN(CC1)C(C=C)=O